(R)-3-Hydroxy-1-methyl-3-((3-(4,4,5,5-tetramethyl-1,3,2-dioxaborolan-2-yl)phenyl)ethynyl)pyrrolidin-2-one O[C@@]1(C(N(CC1)C)=O)C#CC1=CC(=CC=C1)B1OC(C(O1)(C)C)(C)C